N1(CCOCC1)C1=CC=C(C=N1)NC1=NC2=C(C=CC=C2C=N1)C=1C=C(C=CC1)NC(C)=O N-(3-(2-((6-morpholinylpyridin-3-yl)amino)quinazolin-8-yl)phenyl)acetamide